3-(2,3,3-trimethyl-4,5-dihydro-3H-naphtho[2,1-e]indol-1-ium-1-yl)propane-1-sulfonate CC1=[N+](C2=CC=C3C(=C2C1(C)C)CCC1=CC=CC=C13)CCCS(=O)(=O)[O-]